tert-butyl (2S)-2-(isocyanatomethyl)pyrrolidine-1-carboxylate N(=C=O)C[C@H]1N(CCC1)C(=O)OC(C)(C)C